((1R,3R)-3-aminocyclobutyl)(4-(3-cyclopropyl-5-(trifluoromethyl)pyridin-2-yl)piperazine-1-yl)methanone NC1CC(C1)C(=O)N1CCN(CC1)C1=NC=C(C=C1C1CC1)C(F)(F)F